COC1=C(C=CC=C1)C=1C=NC=CC1C(=O)N 3-(2-methoxyphenyl)pyridine-4-Formamide